2-isopropyl-5-methoxypyrimidine-4,6-diol C(C)(C)C1=NC(=C(C(=N1)O)OC)O